NC=1C(=C(C=C2C=C(N=CC12)NC(=O)OC1CC(C1)(C)CC(=O)[O-])C1=C(C2=C(OCCN2)N=C1)C)F 3-(((8-Amino-7-fluoro-6-(8-methyl-2,3-dihydro-1H-pyrido[2,3-b][1,4]oxazin-7-yl)isoquinolin-3-yl)carbamoyl)oxy)-1-methylcyclobutylacetate